methyl 3-(5-benzyloxypentyl)-2-(4-fluoro-2-methoxy-phenyl)imidazole-4-carboxylate C(C1=CC=CC=C1)OCCCCCN1C(=NC=C1C(=O)OC)C1=C(C=C(C=C1)F)OC